C(C)N1C=C(C(C2=CC(=C(C(=C12)F)N1CC(N(CC1)C(C)=O)C)F)=O)C(C=CC1=CC=C(C=C1)O)=O 1-ethyl-6,8-difluoro-7-(3-methyl-4-acetylpiperazin-1-yl)-3-(4-hydroxy-cinnamoyl)-quinolin-4(1H)-one